O=C1C=CC=NN1[C@@H]1CN(C[C@H]1OCC1=CC=C(C=C1)C(F)(F)F)C(=O)OC(C)(C)C Tert-Butyl trans-3-(6-oxopyridazin-1(6H)-yl)-4-(4-(trifluoromethyl)benzyloxy)pyrrolidine-1-carboxylate